N-(4,4-diethyl-7-(trifluoromethyl)-4H-chromeno[4,3-d]thiazol-2-yl)-4,6-bis(2,2,2-trifluoroethoxy)pyrimidine-5-carboxamide C(C)C1(OC=2C=C(C=CC2C=2N=C(SC21)NC(=O)C=2C(=NC=NC2OCC(F)(F)F)OCC(F)(F)F)C(F)(F)F)CC